CN1CC2=CC(=CC(=C2CC1)C)C=1N=C(C(=NC1)N)OCC1=C2C(=NC=C1)N(C=C2)COCC[Si](C)(C)C (2,5-dimethyl-1,2,3,4-tetrahydroisoquinolin-7-yl)-3-((1-((2-(trimethylsilyl)ethoxy)methyl)-1H-pyrrolo[2,3-b]pyridin-4-yl)methoxy)pyrazin-2-amine